[Cl-].C(CCCCCCCCCCC)C([N+](C)(C)C(C1=CC=C(C=C1)OCC[N+](C)(C)C)=O)CCCCCCCCCCCC.[Cl-] dilauryl-N-[p-(2-trimethylammonioethyl-oxy)benzoyl]-N,N,N-trimethylammonium chloride